ClC=1C=C(C=CC1Cl)[C@@H]1N(OCC1)C1=CC(=NC=N1)NC=1C(=CC(=C(C1)NC(C=C)=O)N1CCN(CC1)C)OC N-(5-((6-((R)-3-(3,4-dichlorophenyl)isoxazolidine-2-yl)pyrimidine-4-yl)amino)-4-methoxy-2-(4-methylpiperazine-1-yl)phenyl)acrylamide